Cl.C12(CCC(CC1)N)C1CC3CC(CC2C3)C1 spiro[adamantane-2,1'-cyclohexan]-4'-amine HCl salt